O.P(O)(O)(O)=O phosphoric acid compound with water